(S)-N-Boc-azetidinecarboxylic acid CC(C)(C)OC(=O)N1CC[C@H]1C(=O)O